C(C1=CC=CC=C1)N1CCC(CC1)(C(=O)O)C=1C=NC=CC1Cl 1-Benzyl-4-(4-chloropyridin-3-yl)piperidine-4-carboxylic acid